dihexyl-(2,3,4,5-tetramethyl-cyclopentadienyl)silane C(CCCCC)[SiH](C1C(=C(C(=C1C)C)C)C)CCCCCC